ClC=1C(=C(C=CC1)NC1=NC=NC2=CC(=C(C=C12)[N+](=O)[O-])C#C[C@]12CN(C[C@@H]2C1)C1COC1)F N-(3-chloro-2-fluorophenyl)-6-nitro-7-(((1S,5R)-3-(oxetan-3-yl)-3-azabicyclo[3.1.0]hexan-1-yl)ethynyl)quinazolin-4-amine